1-(2-(5-(3-fluoro-4-(methoxymethyl)phenyl)-1H-imidazol-2-yl)piperidin-1-yl)-2-(methyl-thio)propan-1-one FC=1C=C(C=CC1COC)C1=CN=C(N1)C1N(CCCC1)C(C(C)SC)=O